1-Benzyl-N-[(6S)-2-[2-(2-methoxyethoxy)ethyl]-4-methyl-5-oxo-7,8-dihydro-6H-pyrazolo[1,5-a][1,3]diazepin-6-yl]-1,2,4-triazol-3-carboxamid C(C1=CC=CC=C1)N1N=C(N=C1)C(=O)N[C@@H]1C(N(C=2N(CC1)N=C(C2)CCOCCOC)C)=O